ClC1=CC=C(C=N1)NC1=NC=CC2=CC(=CC=C12)[C@@H](C)OC (R)-N-(6-chloropyridin-3-yl)-6-(1-methoxyethyl)isoquinolin-1-amine